5-((5-((4-((tert-Butoxycarbonyl)amino)phenyl)carbamoyl)-1-methyl-1H-pyrrol-3-yl)amino)-5-oxopentanoic acid C(C)(C)(C)OC(=O)NC1=CC=C(C=C1)NC(=O)C1=CC(=CN1C)NC(CCCC(=O)O)=O